(R)-N-benzyl-2-chlorobutyramide C(C1=CC=CC=C1)NC([C@@H](CC)Cl)=O